P(=O)([O-])([O-])[O-].[Ca+2].[Ca+2] dicalcium phosphate salt